6-(3-methylimidazol-4-yl)pyrimidine-2-carboxamide CN1C=NC=C1C1=CC=NC(=N1)C(=O)N